FC(OC1C2C(N(C(C1)C2)C(=O)[O-])C(=O)[O-])(F)F 5-(trifluoromethoxy)-2-azabicyclo[2.2.1]heptane-2,3-dicarboxylate